C(C)(C)(C)OC(C[C@H](C(=O)O)CC1=C(C(=C(C=C1)F)F)F)=O (R)-4-(tert-butoxy)-4-oxo-2-(2,3,4-trifluorobenzyl)-butanoic acid